Cl.CN1N=CN=C1 methyl-1H-1,2,4-triazole hydrochloride